Cl.CC1=CSC2=C1CCC(C2)N 3-methyl-4,5,6,7-tetrahydrobenzothiophen-6-amine hydrochloride